trans-bis(4-aminocyclohexyl)-methane NC1CCC(CC1)C[C@@H]1CC[C@H](CC1)N